(R)-1-(4-bromothien-2-yl)ethane-1-amine hydrochloride Cl.BrC=1C=C(SC1)[C@@H](C)N